(3R)-3-({2-[3-(2-hydroxyethyl)-1,2,4-oxadiazol-5-yl][1,2,4]triazolo[1,5-c]quinazolin-5-yl}amino)azepin-2-one OCCC1=NOC(=N1)C1=NN2C(=NC=3C=CC=CC3C2=N1)NC=1C(N=CC=CC1)=O